(S)-1-(3-((4-((3-Chloro-2-fluoro-4-((1-methyl-1H-pyrazol-3-yl)oxy)phenyl)amino)pyrido[3,2-d]pyrimidin-6-yl)oxy)pyrrolidin-1-yl)prop-2-en-1-one ClC=1C(=C(C=CC1OC1=NN(C=C1)C)NC=1C2=C(N=CN1)C=CC(=N2)O[C@@H]2CN(CC2)C(C=C)=O)F